C(#N)C=1C=C(C=CC1)C=1N=C(SC1C1=CC(=NC(=C1)C)C)NC(=O)N1[C@H](CNCC1)CO (2R)-N-[4-(3-Cyanophenyl)-5-(2,6-dimethyl-4-pyridyl)thiazol-2-yl]-2-(hydroxymethyl)piperazin-1-carboxamid